CC1=C(N2C=C(C=C2C=C1C(=O)O)C=1N=CSC1)C(C)N1CCOCC1 6-methyl-5-(1-morpholinoethyl)-2-(thiazol-4-yl)indolizine-7-carboxylic acid